N(N)C1=NC(=NC=2CCCC(C12)=O)C1=C(C=NN1C(C)C)C 4-hydrazino-2-(1-isopropyl-4-methyl-1H-pyrazol-5-yl)-7,8-dihydroquinazolin-5(6H)-one